N-acetyl-aspartylglutamate C(C)(=O)N[C@@H](CC(=O)O)C(=O)N[C@@H](CCC(=O)[O-])C(=O)[O-]